[C@H]12CN(C[C@H](CC1)N2)C2=NC(=NC1=CC(=CC=C21)C=2C(=CC(=C(N)C2)Cl)Cl)OC[C@H]2N(CCC2)C 5-(4-((1R,5S)-3,8-diazabicyclo[3.2.1]octan-3-yl)-2-(((S)-1-methylpyrrolidin-2-yl)methoxy)quinazolin-7-yl)-2,4-dichloroaniline